COC1=CC(=C(C2=C1C(/C(/O2)=C/C2=CC=C(C=C2)OCC#C)=O)C2CCN(CC2)C)OC (Z)-4,6-dimethoxy-7-(1-methylpiperidin-4-yl)-2-[4-(prop-2-yn-1-yloxy)benzylidene]benzofuran-3(2H)-one